3-chlorobenzo[b]Thiophene-2-carbonyl chloride ClC=1C2=C(SC1C(=O)Cl)C=CC=C2